ClC1=C2C(NC(=NC2=C(C=C1)Cl)NC1=CC(=CC(=C1)F)F)=O 5,8-dichloro-2-((3,5-difluorophenyl)amino)quinazoline-4(3H)-One